2-Chloro-4-((R)-8-(4-(4-((4-(2-(((S)-2,6-dioxo-piperidin-3-yl)amino)-phenyl)piperazin-1-yl)-methyl)piperidine-1-carbonyl)phenyl)-3-methyl-2,8-diazaspiro[4.5]decan-2-yl)benzonitrile ClC1=C(C#N)C=CC(=C1)N1CC2(C[C@H]1C)CCN(CC2)C2=CC=C(C=C2)C(=O)N2CCC(CC2)CN2CCN(CC2)C2=C(C=CC=C2)N[C@@H]2C(NC(CC2)=O)=O